4-(aminomethyl)-6-(1-methyl-5-(1-methyl-3-oxo-2,3-dihydro-1H-isoindol-2-yl)-1H-pyrazol-4-yl)phthalazin-1(2H)-one NCC1=NNC(C2=CC=C(C=C12)C=1C=NN(C1N1C(C2=CC=CC=C2C1=O)C)C)=O